4-methacryloyloxy-2,2,6,6-tetramethylpiperidinol C(C(=C)C)(=O)OC1CC(N(C(C1)(C)C)O)(C)C